5-(trimethylsilyl)-2,3,3a,6a-tetrahydro-6H-cyclopenta[b]furan-6-one C[Si](C1=CC2C(OCC2)C1=O)(C)C